ClC1=CC(=C(C=C1)C1=NC(=NC2=NC(=CN=C12)C)[C@H]1C[C@H](OCC1)C=1C=NN(C1)C1CC1)F |r| 4-(4-chloro-2-fluoro-phenyl)-7-methyl-2-[rac-(2S,4R)-2-(1-cyclopropylpyrazol-4-yl)-tetrahydropyran-4-yl]pteridine